FC1=C(C(=CC=C1)O)C1=C(C(=NC=2C=C(CCC12)C1=C(N=CS1)C)N1CC2(CN(C2)C(C=C)=O)CC1)C#N (M)-4-(2-fluoro-6-hydroxyphenyl)-7-(4-methyl-1,3-thiazol-5-yl)-2-(2-(2-propenoyl)-2,6-diazaspiro[3.4]octan-6-yl)-5,6-dihydro-3-quinolinecarbonitrile